4-((2-(((benzyloxy)carbonyl)amino)-7-azaspiro[3.5]non-7-yl)methyl)-4-methylpiperidine-1-carboxylic acid tert-butyl ester C(C)(C)(C)OC(=O)N1CCC(CC1)(C)CN1CCC2(CC(C2)NC(=O)OCC2=CC=CC=C2)CC1